FC=1C=CC(=C(C1)C1CCN(CC1)[C@@H]1COC2(CN(C2)C=2SC=NN2)C1)OCC1COC1 (S)-7-(4-(5-fluoro-2-(oxetan-3-ylmethoxy)phenyl)piperidin-1-yl)-2-(1,3,4-thiadiazol-2-yl)-5-oxa-2-azaspiro[3.4]octane